FC=1C=C(C#N)C=CC1N1CC(N([C@@]2(CCN(C2)C(C(C)C)=O)C1=O)CC1=CC=C(C=C1)C(F)(F)F)=O (R)-3-fluoro-4-(2-isobutyryl-7,10-dioxo-6-(4-(trifluoromethyl)benzyl)-2,6,9-triazaspiro[4.5]decan-9-yl)benzonitrile